2-(7-((2-Butyl-4-oxo-1,3-diazaspiro[4.4]nona-1-en-3-yl)methyl)-1,3-dihydroisobenzofuran-4-yl)-N-(4,5-dimethylisoxazol-3-yl)-N-(methoxymethyl)benzenesulfonamide C(CCC)C1=NC2(C(N1CC=1C=CC(=C3COCC13)C1=C(C=CC=C1)S(=O)(=O)N(COC)C1=NOC(=C1C)C)=O)CCCC2